C(=C)C1=CC=C(C=C1)[SiH2]C(OC)OC p-vinyl-phenyl-dimethoxymethylsilane